O=C1NC(CCC1N1C(C2=CC=C(C=C2C1=O)NC1CC(C1)OC1=CC=C(C=C1)C1(CC1)C1=CC=C(C=C1)OC=1C=NC(=NC1)C=1OC(=NN1)C)=O)=O 2-(2,6-dioxopiperidin-3-yl)-5-(((1r,3r)-3-(4-(1-(4-((2-(5-Methyl-1,3,4-oxadiazol-2-yl)pyrimidin-5-yl)oxy)phenyl)cyclopropyl)phenoxy)cyclobutyl)amino)isoindoline-1,3-dione